(4-{6-[2-(2-Cyano-7-fluoro-4-methoxy-indol-1-yl)-ethylamino]-pyrimidin-4-yl}-2-ethyl-phenoxy)-acetic acid C(#N)C=1N(C2=C(C=CC(=C2C1)OC)F)CCNC1=CC(=NC=N1)C1=CC(=C(OCC(=O)O)C=C1)CC